SC1=CC2=C(N(C(N2C)=O)C)C=C1 5-mercapto-1,3-dimethyl-1,3-dihydro-2H-benzo[d]imidazol-2-one